(2R,3S)-2-(3-(2-amino-5,6-dichloro-1H-benzo[d]imidazol-1-yl)propyl)piperidin-3-ol NC1=NC2=C(N1CCC[C@H]1NCCC[C@@H]1O)C=C(C(=C2)Cl)Cl